CC1=CC=C(S1)C(=O)NC1CC(CCC1)N1C(=NC2=C1C=CC(=C2)C(=O)N)C2=NC=CC=C2 1-(3-(5-methylthiophene-2-carboxamido)cyclohexyl)-2-(pyridin-2-yl)-1H-benzo[d]Imidazole-5-carboxamide